[K+].OC(CNC([S-])=S)O dihydroxyethyl-dithiocarbamic acid potassium salt